N1(CCCC1)C(=O)C1=CC=C(C=C1)C1=CSC2=C1C=NC=C2C(=O)N 3-(4-(pyrrolidine-1-carbonyl)phenyl)thieno[3,2-c]pyridine-7-carboxamide